sodium di-n-amyl sulfosuccinate S(=O)(=O)(O)C(C(=O)OCCCCC)CC(=O)OCCCCC.[Na]